2-(trifluoromethyl)-1,3,4-tris(methyl)-butanesultone FC(C1C(S(=O)(=O)OC(C1C)C)C)(F)F